(Fluorenyl)Titanium C1(=CC=CC=2C3=CC=CC=C3CC12)[Ti]